FC(C)(F)C1=NC(=CC(=N1)NC1=CC(=NC=C1OCC1=NC(=NO1)CC)NC(C)=O)C N-(4-((2-(1,1-difluoroethyl)-6-methylpyrimidin-4-yl)amino)-5-((3-ethyl-1,2,4-oxadiazol-5-yl)methoxy)pyridin-2-yl)acetamide